cyclopropyl-6-{6-methyl-4-[(1-methylcyclopropyl)amino]furo[2,3-d]pyrimidine-5-carbonyl}-3H,4H,5H,6H,7H-pyrrolo[3,4-d]pyrimidin-4-one C1(CC1)C=1NC(C2=C(N1)CN(C2)C(=O)C2=C(OC=1N=CN=C(C12)NC1(CC1)C)C)=O